FC=1C(=NC(=NC1)N[C@H]1[C@@H](COCC1)O)C1=CC2=C(N=CC=3CC(NCC23)(C)C)C(=C1)F (3S,4R)-4-((5-fluoro-4-(7-fluoro-3,3-dimethyl-1,2,3,4-tetrahydrobenzo[c][2,6]naphthyridin-9-yl)pyrimidin-2-yl)amino)tetrahydro-2H-pyran-3-ol